NC=1C2=CC=C(C=C2N=C2C=CC(=CC12)OC)Cl 9-Amino-6-Chloro-2-Methoxyacridine